C(C)(C)C1=C(NC2=CC=C(C=C12)C1CCN(CC1)C1CCS(CC1)(=O)=O)C=1C=C(C=2N(C1)C=CN2)C 4-(4-(3-isopropyl-2-(8-methylimidazo[1,2-a]pyridin-6-yl)-1H-indol-5-yl)piperidin-1-yl)tetrahydro-2H-thiopyran 1,1-dioxide